2-Amino-9-((2R,3S,4R,5R)-4-fluoro-3-hydroxy-5-((S)-1-hydroxypropyl)tetrahydrofuran-2-yl)-7-(prop-2-yn-1-yl)-7,9-dihydro-1H-purine-6,8-dione NC=1NC(C=2N(C(N(C2N1)[C@@H]1O[C@@H]([C@@H]([C@H]1O)F)[C@H](CC)O)=O)CC#C)=O